2-(1-(6-((4-(2-amino-7-bromothieno[3,2-d]pyrimidin-4-yl)-1H-1,2,3-Triazol-1-yl)methyl)pyridin-2-yl)azetidin-3-yl)propan-2-ol NC=1N=C(C2=C(N1)C(=CS2)Br)C=2N=NN(C2)CC2=CC=CC(=N2)N2CC(C2)C(C)(C)O